Cl.C1(CCC1)OC1=CC=2N(C=C1C(=O)NC1=NC=C(C=C1)N1CCNCC1)C=C(N2)C 7-cyclobutoxy-2-methyl-N-(5-(piperazin-1-yl)pyridin-2-yl)imidazo[1,2-a]pyridine-6-carboxamide hydrochloride